(R)-(2-Chlorophenyl)((S)-tetrahydrofuran-2-yl)methanol ClC1=C(C=CC=C1)[C@@H](O)[C@H]1OCCC1